COCC1=NN2C(CCCC2)=C1 (methoxymethyl)-4,5,6,7-tetrahydropyrazolo[1,5-a]pyridine